C(C1=CC=CC=C1)NC([C@@H](COC)N)=O |r| racemic-N-benzyl-amino-3-methoxypropionamide